Cyclopropyl 2-((5-acrylamido-4-((2-(dimethylamino) ethyl) (methyl) amino)-2-methoxyphenyl)amino)-4-((2-(1-methyl-1H-pyrazol-3-yl)phenyl)amino)pyrimidin-5-carboxylate C(C=C)(=O)NC=1C(=CC(=C(C1)NC1=NC=C(C(=N1)NC1=C(C=CC=C1)C1=NN(C=C1)C)C(=O)OC1CC1)OC)N(C)CCN(C)C